CCCCCCCCC(CCCCCCCC)OC(CCCN(CCCCCCCCCC(=O)OC)CCO)=O Methyl 10-((4-(heptadecan-9-yloxy)-4-oxobutyl)(2-hydroxyethyl)amino)decanoate